2-[7-[[5-(trifluoromethyl)-2-pyridinyl]methyl]-2,7-diazaspiro[3.4]octane-2-carbonyl]-8-oxa-2,5-diazaspiro[3.5]nonan-6-one FC(C=1C=CC(=NC1)CN1CCC2(CN(C2)C(=O)N2CC3(C2)NC(COC3)=O)C1)(F)F